C(C)(=O)C1=C(C=CC(=C1)C1=NN(C=N1)C1=NC=C(C=C1)C(F)(F)F)NC(=O)\N=C\1/SCC(N1C1=C(C=CC(=C1)C)C(C)OC)=O (Z)-1-(2-acetyl-4-(1-(5-(trifluoromethyl)pyridin-2-yl)-1H-1,2,4-triazol-3-yl)phenyl)-3-(3-(2-(1-methoxyethyl)-5-methylphenyl)-4-oxothiazolidin-2-ylidene)urea